C(C)OC1=NC=C(C(=C1)C1=NN(C=2C[C@@H](CCC12)C(=O)N[C@@]1(CS(CC1)(=O)=O)C)C(C)C(C)(C)O)F (6R)-3-(2-ethoxy-5-fluoropyridin-4-yl)-1-(3-hydroxy-3-methylbutan-2-yl)-N-((S)-3-methyl-1,1-dioxidotetrahydrothiophen-3-yl)-4,5,6,7-tetrahydro-1H-indazole-6-carboxamide